C1=NC=CC=2CCCCC12 5,8-dihydro-6H-isoquinoline